(S)-N-((S)-1'-(8-Bromoimidazo[1,2-c]pyrimidin-5-yl)-5,7-dihydrospiro[cyclopenta[b]pyridine-6,4'-piperidin]-5-yl)-2-methylpropane-2-sulfinamide BrC=1C=2N(C(=NC1)N1CCC3(CC1)[C@@H](C=1C(=NC=CC1)C3)N[S@@](=O)C(C)(C)C)C=CN2